(E)-4-bromo-N-(5-((4-(1H-indol-3-yl)pyrimidin-2-yl)amino)-2-fluoro-4-methoxyphenyl)but-2-enamide BrC/C=C/C(=O)NC1=C(C=C(C(=C1)NC1=NC=CC(=N1)C1=CNC2=CC=CC=C12)OC)F